C(#N)C=1C=CC=C2NC[C@@H](NC12)[C@@H](C1=CC=CC=C1)NCCC=1C(=C(C=CC1)[C@H](C(=O)O)C)F |o1:28| (R or S)-2-(3-(2-(((R)-((R)-8-cyano-1,2,3,4-tetrahydroquinoxalin-2-yl)(phenyl)methyl)amino)ethyl)-2-fluorophenyl)propanoic acid